ethyl 3-((2-((S)-cycloheptyl(4-methyl-1,2,5-oxadiazole-3-carboxamido)methyl)imidazo[1,2-b]pyridazin-6-yl)methyl)-2-oxopyrrolidine-3-carboxylate C1(CCCCCC1)[C@@H](C=1N=C2N(N=C(C=C2)CC2(C(NCC2)=O)C(=O)OCC)C1)NC(=O)C1=NON=C1C